6-bromo-N'-(2-chloro-5-fluorophenyl)-4-[[1-(6-cyanopyridazin-3-yl)piperidin-4-yl]amino]pyrrolo[1,2-b]pyridazine-3-carboximidamide BrC=1C=C2N(N=CC(=C2NC2CCN(CC2)C=2N=NC(=CC2)C#N)C(N)=NC2=C(C=CC(=C2)F)Cl)C1